C(C1=CC=CC=C1)OC(=O)N1CCC(CC1)CCOS(=O)(=O)C1=CC=C(C)C=C1 4-(2-(tosyloxy)ethyl)piperidine-1-carboxylic acid benzyl ester